8-(4-(2-(2-Aminopyridin-3-yl)-5-phenyl-3H-imidazo[4,5-b]pyridin-3-yl)benzyl)-2,8-diazaspiro[4.5]decane-2-carbonitrile NC1=NC=CC=C1C1=NC=2C(=NC(=CC2)C2=CC=CC=C2)N1C1=CC=C(CN2CCC3(CCN(C3)C#N)CC2)C=C1